triammonium ferricyanide [Fe-3](C#N)(C#N)(C#N)(C#N)(C#N)C#N.[NH4+].[NH4+].[NH4+]